17-Octacosenoic acid C(CCCCCCCCCCCCCCCC=CCCCCCCCCCC)(=O)O